COC1(CCCCC1)CC1=C(C(=O)N)C=CC=C1 ((1-methoxycyclohexyl)methyl)benzamide